Cl.Cl.COC([C@@H](CC=1C=C2C=NNC2=C(C1)C)N)=O (R)-2-amino-3-(7-methyl-1H-indazol-5-yl)propionic acid methyl ester dihydrochloride